(4-cyano-2-methoxy-phenoxy)-5-(trifluoromethyl)pyridine-3-carboxylic acid C(#N)C1=CC(=C(OC2=NC=C(C=C2C(=O)O)C(F)(F)F)C=C1)OC